CC1=NN(C=C1C(=O)OCC)C1=CC(=NC=C1C)[Sn](C)(C)C ethyl 3-methyl-1-(5-methyl-2-(trimethylstannyl)pyridin-4-yl)-1H-pyrazole-4-carboxylate